ClC=1C=C(OC2=C(C=C(C=C2)NC(CC2=C(C=CC=C2)Cl)=O)S(N)(=O)=O)C=CC1 N-[4-(3-chlorophenoxy)-3-sulfamoylphenyl]-2-(2-chlorophenyl)acetamide